1-(5-ethyl-1,3,4-oxadiazol-2-yl)-N-(3-(5-fluoropyrimidin-2-yl)-4-methylphenyl)-3-methyl-6-azabicyclo[3.1.1]heptane-6-carboxamide C(C)C1=NN=C(O1)C12CC(CC(N1C(=O)NC1=CC(=C(C=C1)C)C1=NC=C(C=N1)F)C2)C